[Si](C)(C)(C(C)(C)C)OC(CCC(=O)OC)\C=C\[C@@H]1[C@H](CC[C@@H]1CCO)O[Si](C)(C)C(C)(C)C (E)-methyl 4-((tert-butyldimethylsilyl)oxy)-6-((1R,2S,5R)-2-((tert-butyldimethylsilyl)oxy)-5-(2-hydroxyethyl)cyclopentyl)hex-5-enoate